rac-3-((2-amino-7-(1H-pyrazol-5-yl)quinazolin-4-yl)amino)-2-methylpropane-1,2-diol NC1=NC2=CC(=CC=C2C(=N1)NC[C@](CO)(O)C)C1=CC=NN1 |r|